6-(4-(4-cyanophenyl)-5-methoxy-3-methyl-1H-pyrazol-1-yl)nicotinic acid tert-butyl ester C(C)(C)(C)OC(C1=CN=C(C=C1)N1N=C(C(=C1OC)C1=CC=C(C=C1)C#N)C)=O